C1(CC1)N1N=C(C(=C1)OC1=C2C(=NC=C1)C=C(S2)C=2CCN(CC2)C(C)=O)C2CCOCC2 1-(4-(7-((1-cyclopropyl-3-(tetrahydro-2H-pyran-4-yl)-1H-pyrazol-4-yl)oxy)thieno[3,2-b]pyridin-2-yl)-3,6-dihydropyridin-1(2H)-yl)ethan-1-one